2-fluoro-8-nitro-2,3,6,7-tetrahydro-s-indacen-1(5H)-one FC1C(C2=C(C=3CCCC3C=C2C1)[N+](=O)[O-])=O